C(C)(C)(C)C1=CC=C(C=C1)C1[C@@H]2CN(C[C@H]12)C(=O)C1CC2(C1)NC(OC2)=O 2-((1R,5S,6S)-6-(4-(tert-butyl)phenyl)-3-azabicyclo[3.1.0]hexane-3-carbonyl)-7-oxa-5-azaspiro[3.4]octan-6-one